trans-4-[(2-oxo-1,3-benzoxazol-3-yl)methyl]cyclohexanecarboxylic acid O=C1OC2=C(N1C[C@@H]1CC[C@H](CC1)C(=O)O)C=CC=C2